4-[(3-methoxy-4-{5-[(2-oxo-1,3-oxazolidin-3-yl)methyl]-1,2,4-oxadiazol-3-yl}pyridin-2-yl)amino]-N-(2H3)methyl-6-(3-methylbutanamido)pyridazine-3-carboxamide COC=1C(=NC=CC1C1=NOC(=N1)CN1C(OCC1)=O)NC1=C(N=NC(=C1)NC(CC(C)C)=O)C(=O)NC([2H])([2H])[2H]